1-(9Z-hexadecenoyl)-2-(11Z,14Z-eicosadienoyl)-glycero-3-phosphoserine CCCCCC/C=C\CCCCCCCC(=O)OC[C@H](COP(=O)(O)OC[C@@H](C(=O)O)N)OC(=O)CCCCCCCCC/C=C\C/C=C\CCCCC